4-(4-{[4-(3-hydroxypropan-1-yn-1-yl)-2-(trifluoromethyl)phenyl]methoxy}-3-methoxyphenyl)-2H,4H,5H,6H,7H-pyrazolo[3,4-b]pyridin-6-one OCC#CC1=CC(=C(C=C1)COC1=C(C=C(C=C1)C1C=2C(NC(C1)=O)=NNC2)OC)C(F)(F)F